O1C(CCCC1)N1N=CC=2C1=NC(=NC2)C#N 1-tetrahydropyran-2-yl-pyrazolo[3,4-d]pyrimidine-6-carbonitrile